5-[6-(cyclopropylamino)-2-fluoropyridin-3-yl]-N-[(3S)-2-oxo-5-phenyl-1,3-dihydro-1,4-benzodiazepine-3-Yl]-1-prop-2-ylpyrazole-4-carboxamide C1(CC1)NC1=CC=C(C(=N1)F)C1=C(C=NN1C(C)C)C(=O)N[C@@H]1C(NC2=C(C(=N1)C1=CC=CC=C1)C=CC=C2)=O